5-[3-[4-(aminomethyl)phenoxy]propyl]-2-[(8E)-8-(1,3-benzothiazol-2-ylhydrazinylidene)-6,7-dihydro-5H-naphthalen-2-yl]-1,3-thiazole-4-carboxylic acid NCC1=CC=C(OCCCC2=C(N=C(S2)C2=CC=3/C(/CCCC3C=C2)=N/NC=2SC3=C(N2)C=CC=C3)C(=O)O)C=C1